((7-[7-fluoro-3-(methoxymethoxy)-8-[2-(tri-isopropylsilyl)ethynyl]naphthalen-1-yl]-5-[(2S)-2-(trifluoromethyl)azetidin-1-yl]pyrido[4,3-d]pyrimidin-2-yloxy)methyl)-hexahydropyrrolizine FC1=CC=C2C=C(C=C(C2=C1C#C[Si](C(C)C)(C(C)C)C(C)C)C1=CC=2N=C(N=CC2C(=N1)N1[C@@H](CC1)C(F)(F)F)OCC1CCN2CCCC12)OCOC